Tert-butyl 6-hydroxy-3,3-dimethylazepine-1-carboxylate OC=1C=CC(CN(C1)C(=O)OC(C)(C)C)(C)C